S(=O)(=O)=C1[C@H]([C@@H](CCC1)N)N sulfonyl-1,2-trans-diaminocyclohexane